6-(2-amino-5-(2,3-difluoro-4-(piperazin-1-yl)phenyl)-6-fluoropyridin-3-yl)-3,4-dihydroisoquinolin-1(2H)-one NC1=NC(=C(C=C1C=1C=C2CCNC(C2=CC1)=O)C1=C(C(=C(C=C1)N1CCNCC1)F)F)F